3-(2-(2-((5-methylpyridin-2-yl)amino)-2-oxoethyl)benzyloxy)-N-(pyridin-3-yl)thiophene-2-carboxamide CC=1C=CC(=NC1)NC(CC1=C(COC2=C(SC=C2)C(=O)NC=2C=NC=CC2)C=CC=C1)=O